FC=1C(=CC2=C(C=CO2)C1)CC(=O)O 2-(5-fluorobenzofuran-6-yl)acetic acid